O.O.[Se](=O)(Cl)Cl selenious chloride dihydrate